methyl 20-(3-(1,3-dioxolan-2-yl)-4-(trifluoromethoxy)phenyl)icos-19-ynoate O1C(OCC1)C=1C=C(C=CC1OC(F)(F)F)C#CCCCCCCCCCCCCCCCCCC(=O)OC